N1=CN=C(C=C1)CNC(=O)C1=CC2=CC=CC(=C2C=C1)C1=CC=C(C=C1)C(F)(F)F N-(pyrimidin-4-ylmethyl)-5-(4-(trifluoromethyl)phenyl)-2-naphthamide